CN1[C@@H](C[C@H](C1)OC1CCNCC1)CO [(2S,4R)-1-methyl-4-(4-piperidyloxy)pyrrolidin-2-yl]methanol